C(C)C=1N=C(C2=C(N1)SC(=C2)C)NCC(CC2=CC=CC=C2)O 1-((2-ethyl-6-methylthieno[2,3-d]pyrimidin-4-yl)amino)-3-phenylpropan-2-ol